NC=1C(NC2=C(C(=C(N=C2C1C1=C2C=NNC2=C(C=C1)F)C)C)C)=O 3-Amino-4-(7-fluoro-1H-indazol-4-yl)-6,7,8-trimethyl-1H-1,5-naphthyridin-2-one